C(C#C)OC1=CC=C(C[C@H](N)C(=O)O)C=C1 O-2-propyn-1-yltyrosine